FC(C1=CC=C(C=C1)[C@@H]1C[C@H](CO1)N1CC2(CS(C2)(=O)=O)CC1)(F)F 6-((3R,5S)-5-(4-(trifluoromethyl)phenyl)tetrahydrofuran-3-yl)-2-thia-6-azaspiro[3.4]octane 2,2-dioxide